ClC1=CC=C(C(=N1)S(=O)(=O)N)O[C@H](C)C=1C=C(C=C2C(C(=C(OC12)C=1C=NC2=CC=CN=C2C1)C)=O)C 6-Chloro-3-[(1R)-1-[3,6-dimethyl-2-(1,5-naphthyridin-3-yl)-4-oxo-chromen-8-yl]ethoxy]pyridine-2-sulfonamide